methyl 2-[5-(3,4-difluorophenyl)-3-fluoropyridin-2-yl]acetate FC=1C=C(C=CC1F)C=1C=C(C(=NC1)CC(=O)OC)F